O=C1N([C@@H]2CC[C@H](N1C2)C(=O)NNC(=O)C2=CC=C(CNC(OC(C)(C)C)=O)C=C2)OS(=O)(=O)O.[NH+]2=CC=CC=C2 |r| pyridinium tert-butyl {4-[(2-{[(2SR,5RS)-7-oxo-6-(sulfooxy)-1,6-diazabicyclo[3.2.1]oct-2-yl]carbonyl}hydrazinyl)carbonyl]benzyl}carbamate